ClC1=C2C(=NC=C1OC=1C=NN3C1C=NC(=C3)NC)N=C(N2C)NC2=CC(=C(C=C2)CN2C[C@@H](CC2)OC)C(F)(F)F (R)-7-chloro-N-(4-((3-methoxypyrrolidin-1-yl)methyl)-3-(trifluoromethyl)phenyl)-1-methyl-6-((6-(methylamino)pyrazolo[1,5-a]pyrazin-3-yl)oxy)-1H-imidazo[4,5-b]pyridin-2-amine